((1-((2-(3,5-dichlorophenyl)-6-((2-(piperazin-1-yl)pyrimidin-5-yl)oxy)pyridin-4-yl)methyl)piperidin-4-yl)methyl)dimethylphosphine oxide ClC=1C=C(C=C(C1)Cl)C1=NC(=CC(=C1)CN1CCC(CC1)CP(C)(C)=O)OC=1C=NC(=NC1)N1CCNCC1